F[Al-](F)(F)F.[K+] Potassium tetrafluoroaluminate